FCCN(C1=CC=C(N=N1)C1=C(C=C(C=C1)C=1C=CC(NC1)=O)O)C1CC(NC(C1)(C)C)(C)C 5-(4-(6-((2-fluoroethyl)-(2,2,6,6-tetramethyl-piperidin-4-yl)amino)-pyridazin-3-yl)-3-hydroxyphenyl)-pyridin-2(1H)-one